NC1=C(C=C2C(=N1)C=C(N2)CN2[C@@]1(C=3C=NC=CC3C2)CN(CC1)CC1=CC=C(C=C1)F)F (S)-2'-((5-Amino-6-fluoro-1H-pyrrolo[3,2-b]pyridin-2-yl)methyl)-1-(4-fluorobenzyl)spiro[pyrrolidine-3,3'-pyrrolo[3,4-c]pyridine]